C(CCCCCCCCCCCCCCC)(=O)[O-] hexadecanoate